COC(C=CC(CCCCC)=CC1=CC=C(C=C1)F)=O 4-(4-fluorobenzylidene)-2-nonenoic acid methyl ester